C1(=CC=CC=C1)OP(OC1=CC=CC=C1)(=O)C(NC1=CC=CC=C1)C1=NC(=CC=C1)C.COC=1C=C(C=CC1[N+](=O)[O-])N1C[C@H](CCC1)C#CC1=C2CN(C(C2=CC=C1)=O)C1C(NC(CC1)=O)=O 3-(4-(((R)-1-(3-methoxy-4-nitrophenyl)piperidin-3-yl)ethynyl)-1-oxoisoindolin-2-yl)piperidine-2,6-dione diphenyl-((6-methylpyridin-2-yl)(phenylamino)methyl)phosphonate